C(C1=CC=CC=C1)OC[C@H](C)N1C=NC2=C(C1=O)C=C(N=C2Cl)Cl 3-[(1S)-2-benzyloxy-1-methyl-ethyl]-6,8-dichloro-pyrido[3,4-d]pyrimidin-4-one